OC=1C(=NC(=CC1)[N+](=O)[O-])C(F)(F)F 3-hydroxy-6-nitro-2-trifluoromethylpyridine